oxalic acid dimethyl ester COC(C(=O)OC)=O